(4-Ethyl-3-(hydroxymethyl)-5-oxo-4,5-dihydro-1H-1,2,4-triazol-1-yl)-7-fluoro-4-isopropyl-2-((1R*,2R*)-2-methylcyclohexyl)isoquinolin-1(2H)-one C(C)N1C(=NN(C1=O)C=1N(C(C2=CC(=CC=C2C1C(C)C)F)=O)[C@H]1[C@@H](CCCC1)C)CO |o1:23,24|